[4-[(1S,2S)-2-[[3-(2,2,2-trifluoro-1,1-dimethyl-ethyl)-1H-1,2,4-triazol-5-yl]methylcarbamoyl]cyclopropyl]phenyl]boronic acid FC(C(C)(C)C1=NNC(=N1)CNC(=O)[C@@H]1[C@H](C1)C1=CC=C(C=C1)B(O)O)(F)F